(Z,Z)-7,9-Dodecadienyl acetate C(C)(=O)OCCCCCC\C=C/C=C\CC